C(C1=CC=CC=C1)C1=C(C2=C(N=C(N=C2)NC2=CC=C(C=C2)N(C)CCN(C)C)N(C1=O)C)C=C 6-benzyl-2-[(4-{[2-(dimethylamino)ethyl](methyl)amino}phenyl)amino]-5-ethenyl-8-methylpyrido[2,3-d]pyrimidin-7-one